N1(CCCCC1)C(C#N)C#N 2-(piperidine-1-yl)malononitrile